6-(2-chloro-5-methoxyphenyl)-3-(3-methylthiothieno[2,3-c]pyridin-4-yl)thieno[3,2-d]pyrimidine-2,4(1H,3H)-dione ClC1=C(C=C(C=C1)OC)C1=CC=2NC(N(C(C2S1)=O)C1=C2C(=CN=C1)SC=C2SC)=O